CN1C2=C(OCC1=O)C=C(C=C2)NC2=C(C=C(C=C2)N2CCC(CC2)C)C 4-Methyl-7-((2-methyl-4-(4-methylpiperidin-1-yl)phenyl)amino)-2H-benzo[b][1,4]oxazin-3(4H)-one